C(C1=CC=CC=C1)(=O)O[C@H]1[C@H]2[C@@H]([C@@H](\C=C/CC(S[C@H]([C@@H]([C@H]1OC(C1=CC=CC=C1)=O)OC(C1=CC=CC=C1)=O)O2)CO[Si](C)(C)C(C)(C)C)C)N[S@](=O)C(C)(C)C (1R,7R,8R,9R,10S,11S,12R,Z)-3-(((tert-butyldimethylsilyl)oxy)methyl)-8-(((R)-tert-butylsulfinyl)amino)-7-methyl-13-oxa-2-thiabicyclo[7.3.1]tridec-5-ene-10,11,12-triyl tribenzoate